COC1=C(N)C=CC(=C1)OC 2,4-dimethoxyaniline